CC1([C@@H]2[C@H](CN1S(=O)(=O)C)CN(C2)C=2C=1N(C=C(C2)C(F)(F)F)C=NC1)C |r| Racemic-8-((3aR,6aS)-4,4-dimethyl-5-(methylsulfonyl)hexa-hydropyrrolo[3,4-c]pyrrol-2(1H)-yl)-6-(trifluoromethyl)imidazo[1,5-a]pyridine